FC(C=1C=C(COC2=CC=C(C=C2)NC(=O)N2CCN(CC2)CC2=CC=NC=C2)C=C(C1)C(F)(F)F)(F)F N-(4-((3,5-bis(trifluoromethyl)benzyl)oxy)phenyl)-4-(pyridin-4-ylmethyl)piperazine-1-carboxamide